(2S)-2-(tert-butoxycarbonylamino)-3-cyclohexyl-propanoic acid C(C)(C)(C)OC(=O)N[C@H](C(=O)O)CC1CCCCC1